C(C)OC=1C=CC(=NC1)C=1N(C(=NN1)C1CC(C1)NC(=O)C1=CC=NC2=CC(=CN=C12)F)C=1C=NC=CC1 N-((1r,3r)-3-(5-(5-ethoxypyridin-2-yl)-4-(pyridin-3-yl)-4H-1,2,4-triazol-3-yl)cyclobutyl)-7-fluoro-1,5-naphthyridine-4-carboxamide